hypothiocyanite [O-]SC#N